P(OC1=C(C=C(C(=C1)OC)OC)C(C)(C)C)(OC1=C(C=C(C(=C1)OC)OC)C(C)(C)C)OC1=C(C=C(C(=C1)OC)OC)C(C)(C)C tris(4,5-dimethoxy-2-tert-butylphenyl) phosphite